2,4,6-tri{4-(benzothiazol-2-yl)phenyl}-pyrimidine S1C(=NC2=C1C=CC=C2)C2=CC=C(C=C2)C2=NC(=CC(=N2)C2=CC=C(C=C2)C=2SC1=C(N2)C=CC=C1)C1=CC=C(C=C1)C=1SC2=C(N1)C=CC=C2